ClC=1C=C2C=NC=NC2=CC1C1=C(C=CC=C1)F 6-chloro-7-(2-fluorophenyl)quinazoline